3-(9,9-dimethyl-9H-acridin-10-yl)-9H-xanthen-9-one CC1(C2=CC=CC=C2N(C=2C=CC=CC12)C=1C=CC=2C(C3=CC=CC=C3OC2C1)=O)C